FC(OC1=CC2=C(N=C(O2)C=2C(=C(C=CC2)C2=C(C(=CC=C2)C=2OC3=NC=C(C=C3N2)CN2CC(C2)(C)C)C)C)C=C1CN1[C@H](CCC1)C(=O)O)F ((6-(difluoromethoxy)-2-(3'-(6-((3,3-dimethylazetidin-1-yl)methyl)oxazolo[5,4-b]pyridin-2-yl)-2,2'-dimethyl-[1,1'-biphenyl]-3-yl)benzo[d]oxazol-5-yl)methyl)-D-proline